N-(4-((2-(1,1-difluoroethyl)-6-isopropylpyrimidin-4-yl)amino)-5-(1-methyl-1H-pyrazol-3-yl)pyridin-2-yl)acetamide FC(C)(F)C1=NC(=CC(=N1)NC1=CC(=NC=C1C1=NN(C=C1)C)NC(C)=O)C(C)C